3-[1-(3-{[tert-butyl(dimethyl)silyl]oxy}propyl)-3-methyl-1H-pyrazol-5-yl]-4-[(4-methoxyphenyl)methyl]-4H-1,2,4-triazole [Si](C)(C)(C(C)(C)C)OCCCN1N=C(C=C1C1=NN=CN1CC1=CC=C(C=C1)OC)C